3-fluoro-6-methyl-5,6-dihydrobenzo[h][1,6]naphthyridin-5,5-d2-7-amine FC=1C=NC=2C=3C(N(C(C2C1)([2H])[2H])C)=C(C=CC3)N